CC(C)=C1C=CC=C1 5-(propan-2-ylidene)cyclopenta-1,3-diene